N1=CC=CC=C1.[NH4+] ammonium pyridin